1',3'-dimethyl-1'H-spiro[benzo[e]indole-1,5'-pyrimido[4,5-b]quinoline]-2,2',4'(3H,3'H,10'H)-trione CN1C(N(C(C2=C1NC1=CC=CC=C1C21C(NC=2C=CC3=C(C21)C=CC=C3)=O)=O)C)=O